2-((2-methoxy-4-(4-methylpiperazin-1-yl)-5-nitrophenyl)amino)-4-(1-methyl-1H-indol-3-yl)pyrimidine-5-carboxylic acid COC1=C(C=C(C(=C1)N1CCN(CC1)C)[N+](=O)[O-])NC1=NC=C(C(=N1)C1=CN(C2=CC=CC=C12)C)C(=O)O